[C@H]1([C@H](O)[C@@H](O)[C@H](O)CO1)O[C@@H]([C@@H]([C@H](C=O)O)O)CO 4-O-α-D-xylopyranosyl-D-xylose